4-(5-bromo-1H-indol-2-yl)-N-methoxy-2-carbonyl-5-pentyl-2,5-dihydrofuran-3-carboxamide BrC=1C=C2C=C(NC2=CC1)C1=C(C(OC1CCCCC)=C=O)C(=O)NOC